2-{3-[(3r,5s)-3,5-dimethylpiperazin-1-yl]-1,2,4-triazin-6-yl}-5-(2,8-dimethyl-[1,2,4]triazolo[1,5-b]pyridazin-6-yl)phenol C[C@@H]1CN(C[C@@H](N1)C)C=1N=NC(=CN1)C1=C(C=C(C=C1)C=1C=C(C=2N(N1)N=C(N2)C)C)O